aminoketone NC(=O)N